CO[C@H](C(=O)N[C@H](C(=O)N1[C@@H]([C@H]2C([C@H]2C1)(C)C)C(=O)OC)C(C)(C)C)C methyl (1R,2S,5S)-3-[(2S)-2-[[(2S)-2-methoxypropanoyl]amino]-3,3-dimethyl-butanoyl]-6,6-dimethyl-3-azabicyclo[3.1.0]hexane-2-carboxylate